N-[2-chloro-4-(2-hydroxypropan-2-yl)phenyl]-2-[2-(2,2-difluoroethoxy)phenyl]-6-methyl-3-oxo-2,3-dihydropyridazine-4-carboxamide ClC1=C(C=CC(=C1)C(C)(C)O)NC(=O)C=1C(N(N=C(C1)C)C1=C(C=CC=C1)OCC(F)F)=O